O=C1NC(CCC1N1C(N(C2=C1C=CC=C2C2CCN(CC2)CCCN(C(OC(C)(C)C)=O)C)C)=O)=O Tert-butyl N-(3-{4-[1-(2,6-dioxopiperidin-3-yl)-3-methyl-2-oxo-1,3-benzodiazol-4-yl]piperidin-1-yl}propyl)-N-methylcarbamate